4-[[(4S)-1-tert-butoxycarbonyl-azepan-4-yl]amino]-6-chloro-pyridine-3-carboxylic acid C(C)(C)(C)OC(=O)N1CC[C@H](CCC1)NC1=C(C=NC(=C1)Cl)C(=O)O